C(CC)OC(=O)C=1N=CN(C1)CC1=CC=C(C=C1)OCC1=CC2=CC=CC=C2C=C1.C1(CO1)C1=CC=C(C=C1)C1=CC=C(C=C1)C1CO1 4,4'-bis(1,2-epoxyethyl)biphenyl propyl-1-(4-(naphthalen-2-ylmethoxy)benzyl)-1H-imidazole-4-carboxylate